[IH2+].CC(N1C(=O)N(C)C=2N=CNC2C1=O)CC methyl-ethyl-theophylline iodonium salt